C(C)(=O)OC=CC propen-1-yl acetate